(5-bicyclo[2.2.1]hept-2-enyl)methyl-dichlorosilane C12C=CC(C(C1)C[SiH](Cl)Cl)C2